1-[[2-(difluoro-methoxy)pyridin-4-yl]methyl]-3-(2,5-difluorophenyl)urea FC(OC1=NC=CC(=C1)CNC(=O)NC1=C(C=CC(=C1)F)F)F